N-[2-[2-(2-methoxyethoxy)ethoxy]ethyl]-2-methyl-2-propylamine COCCOCCOCCNC(C)(C)C